C(C)(=O)N1CC2(C1)N(C(CN(C2=O)C2CCC(CC2)C(F)F)=O)CC2=CC=C(C=C2)C(F)(F)F 2-acetyl-8-(4-(difluoromethyl)cyclohexyl)-5-(4-(trifluoromethyl)benzyl)-2,5,8-triazaspiro[3.5]nonane-6,9-dione